methyl 2-[[4-[3-[(4-cyano-2-fluoro-phenyl)methoxy]pyrazol-1-yl]-1-piperidyl]methyl]-3-[(3-methylimidazol-4-yl)methyl]benzimidazole-5-carboxylate C(#N)C1=CC(=C(C=C1)COC1=NN(C=C1)C1CCN(CC1)CC=1N(C2=C(N1)C=CC(=C2)C(=O)OC)CC=2N(C=NC2)C)F